N-p-coumaroyl-tyrosine C(\C=C\C1=CC=C(C=C1)O)(=O)N[C@@H](CC1=CC=C(C=C1)O)C(=O)O